(Sr)-phosphorothioate P([O-])([O-])([O-])=S